C(CCCCCCC)OCCOC(CCC#N)OCCOCCCCCCCC 4,4-bis(2-(octyloxy)ethoxy)butyronitrile